2-pentyl-butadiene C(CCCC)C(=C)C=C